C1(=CC(=CC=C1)C1=NC(=NC(=N1)Cl)C1=CC=2C3=CC=CC=C3C3=CC=CC=C3C2C=C1)C1=CC=CC=C1 2-(biphenyl-3-yl)-4-chloro-6-(triphenylen-2-yl)-1,3,5-triazine